tert-butyl-(3-((3aR,4S,6R,6aS)-6-(4-amino-5-bromo-7H-pyrrolo[2,3-d]pyrimidin-7-yl)-2,2-dimethyltetrahydro-4H-cyclopenta[d][1,3]dioxole-4-carboxamido)propyl)(phenethyl)carbamate C(C)(C)(C)OC(N(CCC1=CC=CC=C1)CCCNC(=O)[C@H]1C[C@H]([C@@H]2OC(O[C@@H]21)(C)C)N2C=C(C1=C2N=CN=C1N)Br)=O